ClC1=C(C(=NC(=N1)C1CC1)N1CCS(CC1)(=O)=O)OC (6-chloro-2-cyclopropyl-5-methoxypyrimidin-4-yl)-1λ6-thiomorpholine-1,1-dione